C(C)OC1=CC=C(OC(C(=O)OCCCOC2=C(C=C(C=C2)/C=C/C(=O)O)OC)(C)C)C=C1 (E)-3-(4-(3-((2-(4-ethoxyphenoxy)-2-methylpropanoyl)oxy)propoxy)-3-methoxyphenyl)acrylic acid